trifluoromethylthiophenanthridine FC(SC1=CC=CC2=NC=C3C=CC=CC3=C12)(F)F